FC1=CC=C(C=C1)[C@@H]1N(CCC2=CC=CC=C12)C(=O)NC12CC(C1)(C2)N(C(OC(C)(C)C)=O)CCOCC#C tert-butyl (S)-(3-(1-(4-fluorophenyl)-1,2,3,4-tetrahydroisoquinoline-2-carboxamido)bicyclo[1.1.1]pentan-1-yl)(2-(prop-2-yn-1-yloxy)ethyl)carbamate